BrC=1C(=CC(=C(C1F)S(=O)(=O)Cl)F)F 5-bromo-2,4,6-trifluorobenzenesulfonyl chloride